1,3-dimethyl-imidazolium methylsulfate COS(=O)(=O)[O-].CN1C=[N+](C=C1)C